C(C)N1[C@@H](CCC1)CNC(=O)C1=CC2=C(N3C(S2)=NC(=C3)C3=CC(=CC=C3)OC)C=C1 (S)-N-((1-ethylpyrrolidin-2-yl)methyl)-2-(3-methoxyphenyl)benzo[d]imidazo[2,1-b]thiazole-7-carboxamide